C(C)N1C=C(C(C2=CC(=C(C=C12)N1CCN(CC1)C(C)=O)F)=O)C(C=CC1=CC=C(C=C1)Br)=O 1-ethyl-6-fluoro-7-(4-acetylpiperazin-1-yl)-3-(4-bromocinnamoyl)-quinolin-4(1H)-one